C(CCC)C1=C(C(=CC(=C1)CCCC)CCCC)O 2,4,6-tri-butylphenol